ClC=1C=CC(=NC1)CN1N=C2N(CCCC2)C1=O (5S)-2-[(5-Chloropyridin-2-yl)methyl]-3-oxo-2,3,5,6,7,8-hexahydro[1,2,4]triazolo[4,3-a]pyridin